N1C(=NC2=C1C=CC=C2)C2=CC(=NN2)NC(=O)C2=CC(=C(OCC(=O)OCC)C=C2)Cl ethyl 2-[4-[[5-(1H-benzimidazol-2-yl)-1H-pyrazol-3-yl]carbamoyl]-2-chloro-phenoxy]acetate